CO[C@H]1C(O[C@H]([C@@H]([C@H]1OC)OC)C)O (3R,4R,5S,6S)-3,4,5-trimethoxy-6-methyltetrahydropyran-2-ol